1-(6-{5-chloro-2-[(oxacyclohex-4-yl)amino]pyrimidin-4-yl}-1-oxo-2,3-dihydro-1H-isoindol-2-yl)-N-[(1S)-2-hydroxy-1-(3-methylphenyl)ethyl]cyclopropane-1-carboxamide ClC=1C(=NC(=NC1)NC1CCOCC1)C1=CC=C2CN(C(C2=C1)=O)C1(CC1)C(=O)N[C@H](CO)C1=CC(=CC=C1)C